2-Bromo-1-(4-chloro-3-nitrophenyl)ethan-1-one tris(4-cyanophenyl)borate C(#N)C1=CC=C(C=C1)OB(OC1=CC=C(C=C1)C#N)OC1=CC=C(C=C1)C#N.BrCC(=O)C1=CC(=C(C=C1)Cl)[N+](=O)[O-]